C(C)N1C=NC(=C1C(=O)OC)C(=C)C(F)(F)F methyl 3-ethyl-5-(3,3,3-trifluoroprop-1-en-2-yl)imidazole-4-carboxylate